tert-butyl 5-[(2-chloro-3-methylphenyl)carbamothioyl]-4-hydroxy-6-oxo-3,6-dihydropyridine-1(2H)-carboxylate ClC1=C(C=CC=C1C)NC(=S)C1=C(CCN(C1=O)C(=O)OC(C)(C)C)O